Allo-isoleucine N[C@@H]([C@H](C)CC)C(=O)O